BrC1=C(C=C(C(=O)N2CC=3N(CC2)C(N(C3C(=O)N[C@H](C)C3=C(C=C(C=C3)OC(F)(F)F)F)C3=CC=C(C=C3)OC3CC3)=O)C=C1)Cl |r| 7-(4-bromo-3-chloro-benzoyl)-2-[4-(cyclopropoxy)phenyl]-3-oxo-N-[rac-(1R)-1-[2-fluoro-4-(trifluoromethoxy)phenyl]ethyl]-6,8-dihydro-5H-imidazo[1,5-a]pyrazine-1-carboxamide